10-[4-(4-cyanophenyl)phenoxy]decyl 2,5-bis[[4-[2-[4-(6-prop-2-enoyloxyhexoxy)phenyl]ethynyl]benzoyl]oxy]benzoate C(C=C)(=O)OCCCCCCOC1=CC=C(C=C1)C#CC1=CC=C(C(=O)OC2=C(C(=O)OCCCCCCCCCCOC3=CC=C(C=C3)C3=CC=C(C=C3)C#N)C=C(C=C2)OC(C2=CC=C(C=C2)C#CC2=CC=C(C=C2)OCCCCCCOC(C=C)=O)=O)C=C1